C(=S)=S thiocarbonyl-(sulfur)